C=CC1=CC=C(C=C1)P(O)(=O)O.C(C)O[Si](CCCSSSSCCC[Si](OCC)(OCC)OCC)(OCC)OCC bis(3-triethoxysilylpropyl)tetrasulfane 4-styrenephosphonate